CC1=C(C2=C(N=N1)OC1=C2N=CN=C1NCC1=CC=C(C=C1)C(C)(C)O)C 2-[4-[[(3,4-dimethylpyrimido[4',5':4,5]furo[2,3-c]pyridazin-8-yl)amino]methyl]phenyl]propan-2-ol